4-(((3s,4r)-1-((2-chloro-4-methylphenyl)sulfonyl)-4-hydroxy-4-(hydroxymethyl)pyrrolidin-3-yl)sulfonyl)-2-fluorobenzonitrile ClC1=C(C=CC(=C1)C)S(=O)(=O)N1C[C@@H]([C@@](C1)(CO)O)S(=O)(=O)C1=CC(=C(C#N)C=C1)F